COC1=NC=C(C(=O)OC)C=C1F methyl 6-methoxy-5-fluoronicotinate